C=1ON=CC1 2,3-oxazole